meso-Tetra(4-carboxyphenyl)porphine C1=CC(=CC=C1C2=C3C=CC(=C(C4=NC(=C(C5=CC=C(N5)C(=C6C=CC2=N6)C7=CC=C(C=C7)C(=O)O)C8=CC=C(C=C8)C(=O)O)C=C4)C9=CC=C(C=C9)C(=O)O)N3)C(=O)O